C(C)(C)(C)OC(NC1=CC(=CC=C1)C1(CC(C1)CC#N)CC1=NN=C(N1C)S)=O N-{3-[(1r,3r)-3-(cyanomethyl)-1-[(4-methyl-5-sulfanyl-1,2,4-triazol-3-yl)methyl]cyclobutyl]phenyl}carbamic acid tert-butyl ester